BrCC1=C(C(C(=C(N1CC)C1=CC(=C(C=C1)Cl)Cl)C(=O)OCC)=O)F ethyl 6-(bromomethyl)-2-(3,4-dichlorophenyl)-1-ethyl-5-fluoro-4-oxo-pyridine-3-carboxylate